carbamic acid tert-butyl ester trichloromethyl-acetate (trifluoromethylacetate) FC(F)(F)CC(=O)O.ClC(Cl)(Cl)OC(C)=O.C(C)(C)(C)OC(N)=O